(R)-2-(1-(3-chlorophenyl)cyclopropyl)-6-(2-hydroxy-2-(3'-(trifluoromethoxy)-[1,1'-biphenyl]-3-yl)acetyl)-5,6,7,8-tetrahydropyrido[4,3-d]pyrimidin-4(3H)-one ClC=1C=C(C=CC1)C1(CC1)C=1NC(C2=C(N1)CCN(C2)C([C@@H](C=2C=C(C=CC2)C2=CC(=CC=C2)OC(F)(F)F)O)=O)=O